C(C)(C)(C)N(C(=O)C=1C2=C(N(N1)C1=CSC=C1)C=1C=C(C(=CC1OC2)OC)C=2C=NC=C(C2)C(N)=O)C N-tert-butyl-8-(5-carbamoylpyridin-3-yl)-7-methoxy-N-methyl-1-(thiophen-3-yl)-1,4-dihydrochromeno[4,3-c]pyrazole-3-carboxamide